lithium 2-(1-isoquinolinyl)phenolate C1(=NC=CC2=CC=CC=C12)C1=C(C=CC=C1)[O-].[Li+]